N-(4-cyano-2,6-dimethylbenzoyl)-O-(4-(5,6,7,8-tetrahydro-1,8-naphthyridin-2-yl)butyl)-D-homoserine C(#N)C1=CC(=C(C(=O)N[C@H](CCOCCCCC2=NC=3NCCCC3C=C2)C(=O)O)C(=C1)C)C